(1S,3S)-3-((6-chloro-2-methylquinazolin-4-yl)amino)cyclopentan-1-aminium chloride [Cl-].ClC=1C=C2C(=NC(=NC2=CC1)C)N[C@@H]1C[C@H](CC1)[NH3+]